O=C1NC(CCC1N1C(C2=CC=C(C=C2C1=O)N1CCNCC1)=O)=O 2-(2,6-dioxo-3-piperidyl)-5-piperazin-1-yl-isoindoline-1,3-dione